6-(3,5-dimethoxybenzyl)-5-oxo-2-(propan-2-yl)-2,3,5,6-tetrahydroimidazo[1,2-c]pyrido[2,3-e]pyrimidine-8-carboxylic acid COC=1C=C(CN2C(N3C(C4=C2C=C(C=N4)C(=O)O)=NC(C3)C(C)C)=O)C=C(C1)OC